N1(N=CC=C1)C1=CC=CC(=N1)N1C(N(C2=C(C1=O)C(=C(S2)C2=CC=C(C=C2)N)CN(C)C)CC2=C(C=CC=C2F)F)=O 3-(6-(1H-pyrazol-1-yl)pyrid-2-yl)-1-(2,6-difluorobenzyl)-5-((dimethylamino)methyl)-6-(4-aminophenyl)thieno[2,3-d]pyrimidine-2,4(1H,3H)-dione